4-(2-aminoethyl)benzoic acid NCCC1=CC=C(C(=O)O)C=C1